N-(2-((2-(dimethylamino)ethyl)(methyl)amino)-5-((5-fluoro-4-(6-fluoro-1-methyl-1H-indol-3-yl)pyrimidin-2-yl)amino)phenyl)acetamide CN(CCN(C1=C(C=C(C=C1)NC1=NC=C(C(=N1)C1=CN(C2=CC(=CC=C12)F)C)F)NC(C)=O)C)C